5-[4-(benzo[d]isothiazol-3-yl)piperazin-1-yl]-1-[10,11-dihydro-5H-dibenzo[b,f]azepin-5-yl]pentan-1-one oxalate salt C(C(=O)O)(=O)O.S1N=C(C2=C1C=CC=C2)N2CCN(CC2)CCCCC(=O)N2C1=C(CCC3=C2C=CC=C3)C=CC=C1